3-(chloromethyl)-2-methyl-pyridine hydrochloride Cl.ClCC=1C(=NC=CC1)C